4-(1-D-glucosyl-octyl)-1H-1,2,3-triazole C1([C@H](O)[C@@H](O)[C@H](O)[C@H](O1)CO)C(CCCCCCC)C=1N=NNC1